diethyl 2-(2,2-difluoroethyl)-2-(4-nitropyrazol-1-yl)propanedioate FC(CC(C(=O)OCC)(C(=O)OCC)N1N=CC(=C1)[N+](=O)[O-])F